4-propyl-dicyclohexyl-2,3-difluorophenetole C(CC)C1=C(C(=C(C=C1)OC(C)(C1CCCCC1)C1CCCCC1)F)F